hydroxy-3-methoxymorphinan tert-butyl-((2S,4S)-2-phenylpiperidin-4-yl)carbamate C(C)(C)(C)N(C(O)=O)[C@@H]1C[C@H](NCC1)C1=CC=CC=C1.OC1=CC(=CC=2[C@@]34CCCC[C@H]3[C@@H](CC12)NCC4)OC